butyl (1S,3S,5S)-3-((3-chloro-2-fluorobenzyl)carbamoyl)-2-azabicyclo[3.1.0]hexane-2-carboxylate ClC=1C(=C(CNC(=O)[C@H]2N([C@H]3C[C@H]3C2)C(=O)OCCCC)C=CC1)F